N-(4-(4-amino-7-(1-isobutyrylpiperidin-4-yl)pyrrolo[2,1-f][1,2,4]triazin-5-yl)phenyl)-5-(3-cyanophenyl)-1-isopropyl-6-methyl-4-oxo-1,4-dihydropyridine-3-carboxamide NC1=NC=NN2C1=C(C=C2C2CCN(CC2)C(C(C)C)=O)C2=CC=C(C=C2)NC(=O)C2=CN(C(=C(C2=O)C2=CC(=CC=C2)C#N)C)C(C)C